ClC=1C(=C(C=CC1)C1(CNC1)NC1=CC=C2C=CN(C(C2=C1)=O)CC(F)(F)F)C 7-((3-(3-chloro-2-methylphenyl)azetidin-3-yl)amino)-2-(2,2,2-trifluoroethyl)isoquinolin-1(2H)-one